N-(4-amino-1,3-dihydrofuro[3,4-c]pyridin-7-yl)-2-(5-methyl-2-(2-methyl-1-oxo-1,2,3,4-tetrahydropyrazino[1,2-b]indazol-8-yl)piperidin-1-yl)-2-oxoacetamide NC1=NC=C(C2=C1COC2)NC(C(=O)N2C(CCC(C2)C)C=2C=CC1=C3N(N=C1C2)CCN(C3=O)C)=O